N-[(5-chloropyrazin-2-yl)methyl]-1-(trifluoromethyl)cyclopropanamine ClC=1N=CC(=NC1)CNC1(CC1)C(F)(F)F